C1(=CC=CC=C1)S(=O)(=O)C(F)F difluoromethyl Phenyl Sulfone